6-(2-((5-((4-ethylpiperazine-1-yl)methyl)pyridine-2-yl)amino)-5-fluoropyrimidine-4-yl)-N,N-dimethylbenzothiazole-2-amine C(C)N1CCN(CC1)CC=1C=CC(=NC1)NC1=NC=C(C(=N1)C1=CC2=C(N=C(S2)N(C)C)C=C1)F